bis(2,6-di-tert-butyl-4-methylphenyl)pentaerythritol phosphite P(O)(O)O.C(C)(C)(C)C1=C(C(=CC(=C1)C)C(C)(C)C)C(O)(C(CO)(CO)CO)C1=C(C=C(C=C1C(C)(C)C)C)C(C)(C)C